9-bromo-4,5-dihydro-1H-benzo[d]azepin-2(3H)-one BrC1=CC=CC2=C1CC(NCC2)=O